ClC=1C(=NC=C(C1)Cl)OC1CCC2(C(NC=3C2=NC(=CC3)C(=O)O)=O)CC1 Cis-4-((3,5-dichloropyridin-2-yl)oxy)-2'-oxo-1',2'-dihydrospiro[cyclohexane-1,3'-pyrrolo[3,2-b]pyridine]-5'-carboxylic acid